N-((6-[(cyclohexylamino)methyl]imidazo[1,2-a]pyridin-2-yl)methyl)-4-oxo-4H-pyrido[1,2-a]pyrimidine-2-carboxamide C1(CCCCC1)NCC=1C=CC=2N(C1)C=C(N2)CNC(=O)C=2N=C1N(C(C2)=O)C=CC=C1